C(CCCCCCCCCCCCCCCCC)[NH3+].C(C=1C(C(=O)[O-])=CC=CC1)(=O)[O-].C(CCCCCCCCCCCCCCCCC)[NH3+] phthalic acid octadecyl-ammonium salt